ClC=1C(=C(C(=O)OC)C(=C(C1)[N+](=O)[O-])N(C)CCO)F methyl 3-chloro-2-fluoro-6-((2-hydroxyethyl)(methyl)amino)-5-nitrobenzoate